N-(2,2-Diethoxyethyl)oleamide C(C)OC(CNC(CCCCCCC\C=C/CCCCCCCC)=O)OCC